C(C)(C)(C)OC(=O)N[C@H](C(=O)O)CC1=CC(=CC=C1)S(=O)(=O)C (S)-2-((tert-butyloxycarbonyl)amino)-3-(3-(methylsulfonyl)phenyl)propionic acid